COC(=O)C1=C(N2C(C(S1)(F)F)C=C(C=C2)C2=CC=CC=C2)C(=O)O.ClCCC(=O)NC=2C=C1C(=NC2)NN=C1C1=NC2=C(N1)C=C(C=C2)F 3-Chloro-N-(3-(6-fluoro-1H-benzoimidazol-2-yl)-1H-pyrazolo[3,4-b]pyridin-5-yl)propanamide methyl-1,1-difluoro-8-phenyl-1,9a-dihydropyrido[2,1-c][1,4]thiazine-3,4-dicarboxylate